2-(5-{3-[(2R)-4-(2,4-dichlorobenzoyl)-2-ethylpiperazin-1-yl]-6-(2-ethoxyphenyl)pyridin-2-yl}-1H-1,2,4-triazol-1-yl)ethan-1-amine ClC1=C(C(=O)N2C[C@H](N(CC2)C=2C(=NC(=CC2)C2=C(C=CC=C2)OCC)C2=NC=NN2CCN)CC)C=CC(=C1)Cl